C1=CC=CC=2C3=CC=CC=C3C(C12)COC(=O)N[C@@H](CC1=CNC=N1)C(=O)O (((9H-fluoren-9-yl)methoxy)carbonyl)-L-histidine